2-[1-(2-Difluoromethyl-pyridin-4-yl)-azetidin-3-yl]-1-(2,5,6-trimethyl-7,9-dihydro-pyrrolo[3,4-c][1,2,4]triazolo[1,5-a]pyridin-8-yl)-ethanone FC(C1=NC=CC(=C1)N1CC(C1)CC(=O)N1CC=2C=3N(C(=C(C2C1)C)C)N=C(N3)C)F